(3R,4S)-2-(2-(3-acetyl-5-(2-methylpyrimidin-5-yl)-1H-indazol-1-yl)acetyl)-N-(6-bromo-3-methylpyridin-2-yl)-2-azabicyclo[2.2.1]heptane-3-carboxamide C(C)(=O)C1=NN(C2=CC=C(C=C12)C=1C=NC(=NC1)C)CC(=O)N1C2CC[C@H]([C@@H]1C(=O)NC1=NC(=CC=C1C)Br)C2